O1C2=C(OCC1C=1NCC(N1)[2H])C(=C(C(=C2[2H])[2H])[2H])[2H] 2-(2,3-dihydrobenzo[b][1,4]dioxin-2-yl-5,6,7,8-d4)-4,5-dihydro-1H-imidazole-4-d